(2R,4S)-N-((S)-1-(((5,6-Dihydro-4H-Thieno[2,3-C]Pyrrol-2-Yl)Methyl)Amino)-1-Oxopropan-2-Yl)-4-Phenylpiperidine-2-Carboxamide Di-Trifluoroacetate Salt FC(C(=O)O)(F)F.FC(C(=O)O)(F)F.S1C(=CC2=C1CNC2)CNC([C@H](C)NC(=O)[C@@H]2NCC[C@@H](C2)C2=CC=CC=C2)=O